NC1=C(C(=O)NC)C=C(C=C1)C(F)(F)F 2-amino-N-methyl-5-(trifluoromethyl)benzamide